hexanediol bis(2-mercaptoacetate) SCC(=O)OC(CCCCC)OC(CS)=O